tert-butyl (R)-3-hydroxymethylpiperazine-1-carboxylate OC[C@H]1CN(CCN1)C(=O)OC(C)(C)C